cyclohexanehexaone lithium [Li].C1(C(C(C(C(C1=O)=O)=O)=O)=O)=O